CC=1C=C2CCC3=C(OC(=C3)C3=CC=CC=C3)C2=CC1 7-methyl-2-phenyl-4,5-dihydronaphtho[1,2-b]furan